(R)-6-((1-(1,5-dimethyl-1H-pyrazol-3-yl)-2-carbonyl-1,2-dihydropyridin-3-yl)amino)-N-(1-methyl-2-carbonylpyrrolidin-3-yl)-8-(methylamino)imidazo[1,2-b]pyridazine-3-carboxamide CN1N=C(C=C1C)N1C(C(=CC=C1)NC=1C=C(C=2N(N1)C(=CN2)C(=O)N[C@H]2C(N(CC2)C)=C=O)NC)=C=O